2,5-dichlorobenzoyl chloride ClC1=C(C(=O)Cl)C=C(C=C1)Cl